CCCCC(=O)Cl (S)-methylbutyryl chloride